N1C=NC2=C1C=CC1=C2C=CC=2C=NC=3C=CC=CC3C12 benzimidazophenanthridine